[Na+].N1(CCOCC1)C1=NC(=NC(=N1)NC1=CC=C(C=C1)S(=O)(=O)[O-])NC=1C=CC=C(C1)S(=O)(=O)[O-].[Na+] 5-[[4-(4-morpholinyl)-6-[(4-sulfophenyl)amino]-1,3,5-triazin-2-yl]amino]-benzenesulfonic Acid Sodium Salt